N-(1H-indol-6-yl)-4-[4-(2-methoxyethoxy)-2-oxo-2,3-dihydro-1H-1,3-benzodiazol-1-yl]cyclohexane-1-carboxamide N1C=CC2=CC=C(C=C12)NC(=O)C1CCC(CC1)N1C(NC2=C1C=CC=C2OCCOC)=O